C(C)(C)N1[C@@H](CCC1)COC=1N=C(C2=C(N1)CN(CC2)C2=CC=CC1=CC=CC=C21)N2C[C@@H](NCC2)CC#N 2-[(2S)-4-[2-[[(2S)-1-isopropylpyrrolidin-2-yl]methoxy]-7-(1-naphthyl)-6,8-dihydro-5H-pyrido[3,4-d]pyrimidin-4-yl]piperazin-2-yl]acetonitrile